BrC1=C(C(=C(C=C1)I)C(OC)OC)F bromo-3-(dimethoxymethyl)-2-fluoro-4-iodo-benzene